C(CC(C)C)OC(=O)C=1NC2=CC=C(C=C2C1)F 5-Fluoro-1H-indole-2-carboxylic acid isoamyl ester